C[N+](CC)(C)[O-] dimethylethylamine-N-oxide